3-(1-((7-bromo-4-methylphthalazin-1-yl)amino)ethyl)-5-methylbenzonitrile BrC1=CC=C2C(=NN=C(C2=C1)NC(C)C=1C=C(C#N)C=C(C1)C)C